4-((4-(tert-butoxycarbonyl)-6-(methylcarbamoyl)pyridin-2-yl)methyl)-1H-pyrrolo[2,3-b]Pyridine-1-carboxylic acid tert-butyl ester C(C)(C)(C)OC(=O)N1C=CC=2C1=NC=CC2CC2=NC(=CC(=C2)C(=O)OC(C)(C)C)C(NC)=O